9,9-Bis(4-(3-Hydroxypropoxy)-3-Methylphenyl)Fluoren OCCCOC1=C(C=C(C=C1)C1(C2=CC=CC=C2C=2C=CC=CC12)C1=CC(=C(C=C1)OCCCO)C)C